COC(=O)C12CCNCC2C1(F)F 7,7-difluoro-3-azabicyclo[4.1.0]heptane-6-carboxylic acid methyl ester